tert-butyl (4R)-2-(4-chloro-6-methylpyridin-3-yl)-4-hydroxypyrrolidine-1-carboxylate ClC1=C(C=NC(=C1)C)C1N(C[C@@H](C1)O)C(=O)OC(C)(C)C